3-chloro-2,6-difluoro-N-(6-fluoropyridin-2-yl)-4-(6-methyl-3,6-diazabicyclo[3.2.0]heptan-3-yl)benzenesulfonamide ClC=1C(=C(C(=CC1N1CC2CN(C2C1)C)F)S(=O)(=O)NC1=NC(=CC=C1)F)F